(S,E)-N-((4-bromothiazol-2-yl)methylene)-2-methylpropane-2-sulfinamide BrC=1N=C(SC1)\C=N\[S@@](=O)C(C)(C)C